1-(4-fluorobenzyl)-1H-1,2,3-triazole FC1=CC=C(CN2N=NC=C2)C=C1